7-(2,2-difluoroethoxy)-1-(4-methoxyphenyl)-3-(2-methyl-2H-indazol-5-yl)-3,4-dihydropyrido[2,3-d]pyrimidin-2(1H)-one FC(COC=1C=CC2=C(N(C(N(C2)C2=CC3=CN(N=C3C=C2)C)=O)C2=CC=C(C=C2)OC)N1)F